4-[3-[2,6-Dichloro-4-(3-hydroxyazetidin-1-yl)benzoyl]-2,4-dihydro-1,3-benzoxazin-8-yl]-5-fluoro-2-(3-oxa-8-azabicyclo[3.2.1]oct-8-yl)benzoic acid methyl ester COC(C1=C(C=C(C(=C1)F)C1=CC=CC=2CN(COC21)C(C2=C(C=C(C=C2Cl)N2CC(C2)O)Cl)=O)N2C1COCC2CC1)=O